methyl-ethyl-dichlorosilane C[Si](Cl)(Cl)CC